2-[(4-BROMO-2-IODO-5-METHOXY-BENZOYL)AMINO]ACETIC ACID Lithium hydroxide hydrate O.[OH-].[Li+].BrC1=CC(=C(C(=O)NCC(=O)O)C=C1OC)I